1-(8-fluoro-6-quinolinyl)pentan-1-one FC=1C=C(C=C2C=CC=NC12)C(CCCC)=O